NC=1C=C(C=C2C(C=C(OC12)N1CCC(CC1)(C)C)=O)C 8-amino-2-(4,4-dimethylpiperidin-1-yl)-6-methyl-4H-chromen-4-one